1-(((2S,3S,4S)-3-ethyl-4-fluoro-5-oxopyrrolidin-2-yl)methoxy)-4-(1-(4-formylcyclohexyl)-1H-1,2,4-triazol-3-yl)-7-methoxyisoquinoline-6-carboxamide C(C)[C@H]1[C@H](NC([C@H]1F)=O)COC1=NC=C(C2=CC(=C(C=C12)OC)C(=O)N)C1=NN(C=N1)C1CCC(CC1)C=O